FC(C=1C=CC(=NC1)NC([C@H](C)N1C[C@@H](C(CC1)(F)F)C1=CNC(C=C1)=O)=O)(C1=CC=C(C=C1)F)F (S)-N-(5-(difluoro(4-fluorophenyl)methyl)pyridin-2-yl)-2-((S)-4,4-difluoro-3-(6-oxo-1,6-dihydropyridin-3-yl)piperidin-1-yl)propanamide